N-(3-fluoro-4-methoxyphenyl)-2-(7-oxo-3-((5-(trifluoromethyl)pyridin-2-yl)amino)-1,7-dihydro-6H-pyrazolo[4,3-d]pyrimidin-6-yl)acetamide FC=1C=C(C=CC1OC)NC(CN1C=NC2=C(C1=O)NN=C2NC2=NC=C(C=C2)C(F)(F)F)=O